C(C)(C)(C)C=1C=C(C=C(C1O)C(C)(C)C)CCC(=O)OCC(COC(CCC1=CC(=C(C(=C1)C(C)(C)C)O)C(C)(C)C)=O)(COC(CCC1=CC(=C(C(=C1)C(C)(C)C)O)C(C)(C)C)=O)COC(CCC1=CC(=C(C(=C1)C(C)(C)C)O)C(C)(C)C)=O Pentaerythritol Tetrakis(3-(3,5-di-tert-butyl-4-hydroxyphenyl)propionate)